[S-2].[S-2].[Nb+5].[K+] potassium niobium disulfide